1-[(3S)-3-[4-(3-chloro-2-fluoro-anilino)-7-fluoro-quinazolin-6-yl]oxypyrrolidin-1-yl]prop-2-en-1-one 4,7-dihydrothieno[2,3-c]pyridine-6(5H)-carboxylate S1C=CC2=C1CN(CC2)C(=O)O.ClC=2C(=C(NC1=NC=NC3=CC(=C(C=C13)O[C@@H]1CN(CC1)C(C=C)=O)F)C=CC2)F